CC1=C(C=CC=C1C)C=1C=CC=2N(C1)C=C(N2)NC(=O)[C@H]2[C@H](C2)F (1S,2S)-N-(6-(2,3-dimethylphenyl)imidazo[1,2-a]pyridin-2-yl)-2-fluorocyclopropane-1-carboxamide